FC(C=1C=C2C(=CN=CC2=CC1)N=C(C1=CC=CC=C1)C1=CC=CC=C1)F N-(6-(difluoromethyl)isoquinolin-4-yl)-1,1-diphenylmethanimine